6-methyl-3-azabicyclo[3.1.0]hexane-3-carboxylate CC1C2CN(CC12)C(=O)[O-]